2-[4-[[(3-chloro-5-fluoro-benzoyl)amino]-dideuterio-methyl]-1-piperidyl]acetic acid ClC=1C=C(C(=O)NC(C2CCN(CC2)CC(=O)O)([2H])[2H])C=C(C1)F